C(C1=CC=CC=C1)O[C@H]1C[C@@H]2[C@@H](N=C(O2)C(Cl)(Cl)Cl)[C@@H]1I (3aR,4S,5S,6aR)-5-(benzyloxy)-4-iodo-2-(trichloromethyl)-3a,5,6,6a-tetrahydro-4H-cyclopenta[d]oxazole